N-{(1S)-1-[4-({7-[(1R)-2,2-difluoro-1-methoxyethyl]-2-methyl[1,3]thiazolo[5,4-b]pyridin-6-yl}amino)phenyl]-2,2-difluoroethyl}-1-(hydroxyacetyl)-N-methylpiperidine-4-carboxamide FC([C@H](OC)C1=C2C(=NC=C1NC1=CC=C(C=C1)[C@@H](C(F)F)N(C(=O)C1CCN(CC1)C(CO)=O)C)SC(=N2)C)F